4-[2-(2-benzyloxy-6-bromo-3,5-difluoro-phenyl)ethynyl]tetrahydropyran C(C1=CC=CC=C1)OC1=C(C(=C(C=C1F)F)Br)C#CC1CCOCC1